FC=1C=C(C=C(C1)F)[C@@H]1C[C@@H](C2=NN(C(N21)=O)C21CC(C2)(C1)F)F |o1:10| (5S)-5-(3,5-difluorophenyl)-7-(S or R)-fluoro-2-(3-fluorobicyclo[1.1.1]pentan-1-yl)-2,5,6,7-tetrahydro-3H-pyrrolo[2,1-c][1,2,4]triazol-3-one